NC1=NC=NC=2N(C3=C(C=C(C=C3C21)Cl)OC)CC(=O)N2[C@@H]1C[C@@H]1C[C@H]2C(=O)NC2=NC(=CC=C2)Br (1R,3S,5R)-2-(2-(4-amino-6-chloro-8-methoxy-9H-pyrimido[4,5-b]indol-9-yl)acetyl)-N-(6-bromopyridin-2-yl)-2-azabicyclo[3.1.0]hexane-3-carboxamide